ClCC1=NC=2C(=NC(=CC2N2CCOCC2)N2N=C(C=C2)C=2C=C(C=CC2)C)N1 4-(2-(chloromethyl)-5-(3-(m-tolyl)-1H-pyrazol-1-yl)-3H-imidazo[4,5-b]pyridin-7-yl)morpholine